2-(benzyloxy)-6-bromonaphthalene C(C1=CC=CC=C1)OC1=CC2=CC=C(C=C2C=C1)Br